ONC(=O)C=1SC(=CC1)NC1=NC=CC(=N1)C=1N(C(=NC1)C)C(C)C N-hydroxy-5-[[4-(2-methyl-3-propan-2-ylimidazol-4-yl)pyrimidin-2-yl]amino]thiophene-2-carboxamide